2-(1-isopropyl-1H-indazol-7-yl)-2-(3-((5-(5,6,7,8-tetrahydro-1,8-naphthyridin-2-yl)pentyl)oxy)azetidin-1-yl)acetic acid C(C)(C)N1N=CC2=CC=CC(=C12)C(C(=O)O)N1CC(C1)OCCCCCC1=NC=2NCCCC2C=C1